2-[(dimethylamino)methyl]prop-2-enoic acid CN(C)CC(C(=O)O)=C